ClC1=CC=C(C=C1)CCOC(CC)=O.CN1C(CCC1CCOC(=O)C)=O N-methyl-5-(2-acetoxyl)ethyl-2-pyrrolidone 2-(4-chlorophenyl)-ethyl-propionate